C(C)(C)C1=NNC(=C1B1OC(C(O1)(C)C)(C)C)C isopropyl-5-methyl-4-(4,4,5,5-tetramethyl-1,3,2-dioxaborolan-2-yl)pyrazole